CP(=O)(C)C1=NN2C(CNCCC2)=C1 2-dimethylphosphoryl-5,6,7,8-tetrahydro-4H-pyrazolo[1,5-a][1,4]diazepine